(2R,8aS)-2-(2,3-dichloro-6-methoxyphenyl)-2,3,6,8a-tetrahydro-1H-indolizin-5-one ClC1=C(C(=CC=C1Cl)OC)[C@H]1C[C@H]2C=CCC(N2C1)=O